NC(C(C(C(=O)O)(N)N)(N)N)(CC)N Hexaaminocaproic acid